CN(CCC1=CN(C2=CC=CC=C12)[Si](C)(C)C)C 3-[2-(Dimethylamino)ethyl]-1-trimethylsilylindol